CN1C2CCC1C(C2)C3=CN=CC(=C3)C4=NC(=CC=C4)[18F] (-)-7-methyl-2-exo-[3'-(6-[18F]fluoropyridin-2-yl)-5'-pyridinyl]-7-azabicyclo[2.2.1]heptane